NC1=C(C=CC=C1)C(CC(C(=O)OC)NC(C1=CN=CC=C1)=O)=O methyl 4-(2-aminophenyl)-2-(nicotinamido)-4-oxobutanoate